5-Methyl-5-vinyl-2-norbornene CC1(C2C=CC(C1)C2)C=C